Methyl 4-[4-[(E)-3-[4-[2-hydroxyethyl(methyl)amino]phenyl]prop-2-enoyl]anilino]-4-oxobutanoate OCCN(C1=CC=C(C=C1)/C=C/C(=O)C1=CC=C(NC(CCC(=O)OC)=O)C=C1)C